C1(=CC=CC=C1)P(CC(=O)OCC)(C1=CC=CC=C1)C1=CC=CC=C1 ethyl 2-(triphenyl-phosphino)acetate